(1R,2s,3R,5R)-3-(4-amino-2-chloro-5-phenyl-7H-pyrrolo[2,3-d]pyrimidin-7-yl)-5-(((3-((3-phenoxyphenethyl)amino)propyl)amino)methyl)cyclopentane-1,2-diol NC=1C2=C(N=C(N1)Cl)N(C=C2C2=CC=CC=C2)[C@H]2[C@@H]([C@@H]([C@H](C2)CNCCCNCCC2=CC(=CC=C2)OC2=CC=CC=C2)O)O